ClC1=C(C(=CC=C1Cl)F)C1(CNCC1)NC=1C=CC2=C(N(C(CCC2)=O)C)C1 8-((3-(2,3-dichloro-6-fluorophenyl)pyrrolidin-3-yl)amino)-1-methyl-1,3,4,5-tetrahydro-2H-benzo[b]azepin-2-one